O1COC2=C1C=CC(=C2)C2=CC=C(C1=CC=CC=C21)OCCCCCCN2CCOCC2 4-(6-(1-(benzo[d][1,3]dioxol-5-yl)naphthalen-4-yloxy)hexyl)morpholine